FC1=CC=NC2=C1CCC2 4-fluoro-6,7-dihydro-5H-cyclopenta[e]pyridin